C1(CC1)C#CC=1C=C(C(=O)N2CCN(CC2)C2=CC=C(C=N2)C=2C=3N(C=C(C2)OCC)N=CC3C#N)C=CC1 4-(6-(4-(3-(cyclopropylethynyl)benzoyl)piperazin-1-yl)pyridin-3-yl)-6-ethoxypyrazolo[1,5-a]pyridine-3-carbonitrile